ClC1=C(C(=NN1C)C1=NC(=CC=C1)C(F)(F)F)CN1CC2(CC1=O)CCN(CC2)CCC(C)(C)C 2-((5-Chloro-1-methyl-3-(6-(trifluoromethyl)pyridin-2-yl)-1H-pyrazol-4-yl)methyl)-8-(3,3-dimethylbutyl)-2,8-diazaspiro[4.5]decan-3-one